NC=1N=C(C(=NC1C1=CC=CC=2N(C=NC21)C)C(=O)N)NC2=CC=C(C=C2)N2CCOCC2 5-Amino-6-(1-methylbenzimidazol-4-yl)-3-(4-morpholinoanilino)pyrazin-2-carboxamid